ClC1=NN(C=C1C1=C(C(=C(C=C1)OS(=O)(=O)C(F)(F)F)F)F)CCOC [4-[3-chloro-1-(2-methoxyethyl)pyrazol-4-yl]-2,3-difluoro-phenyl]trifluoromethanesulfonic acid